ClC1=CC=C(C=C1)[NH-] 4-chlorophenyl-amide